(2S,3S,4S)-3-(carboxymethyl)-4-prop-1-en-2-ylpyrrolidine-2-carboxylic acid C(=O)(O)C[C@@H]1[C@H](NC[C@@H]1C(=C)C)C(=O)O